C(C)OC(=O)C=1N=NN(C1C)C1CCC(CC1)O[Si](C)(C)C(C)(C)C.ClC1=CC=C2C(N(C=NC2=C1)[C@@H](C(=O)NC1=CC(=C(C=C1)C=1N=COC1C)F)C)=O (R)-2-(7-Chloro-4-oxoquinazolin-3(4H)-yl)-N-(3-fluoro-4-(5-methyloxazol-4-yl)phenyl)propanamide Ethyl-1-[4-[tert-butyl(dimethyl)silyl]oxycyclohexyl]-5-methyl-triazole-4-carboxylate